2,3,5,6-tetrafluoro-4-(methacryloyloxy)benzenesulfonic acid FC1=C(C(=C(C(=C1F)OC(C(=C)C)=O)F)F)S(=O)(=O)O